CON(C(CCCC(=O)O)=O)C 5-(Methoxy(Methyl)Amino)-5-Oxopentanoic Acid